ClC1=CC=C2C(=C(N(C2=C1F)C=1C=NN(C1)CCC)OC)SC1=CC=CC(=N1)C(=O)O 6-((6-chloro-7-fluoro-2-methoxy-1-(1-propyl-1H-pyrazol-4-yl)-1H-indol-3-yl)thio)picolinic acid